CC(CC)(C)NC(=O)C1=NC=CC(=C1)NC(CC1=C(C=C(C=C1)F)O)=O N-(1,1-dimethylpropyl)-4-[[2-(4-fluoro-2-hydroxy-phenyl)acetyl]amino]pyridine-2-carboxamide